isopropyl methacrylate (isopropylmethacrylate) C(C)(C)C=C(C(=O)O)C.C(C(=C)C)(=O)OC(C)C